C(C1=CC=CC=C1)OC=1C=C2C(=C(N(C2=CC1)C1=CC(=C(C=C1)F)C)C1CC1)CC(=O)OC methyl 2-(5-(benzyloxy)-2-cyclopropyl-1-(4-fluoro-3-methylphenyl)-1H-indol-3-yl)acetate